5-(1-hydroxyethyl)-3-(2-(3-methoxyoxetan-3-yl)thiazol-5-yl)-7-methylquinoline-2-carbonitrile OC(C)C1=C2C=C(C(=NC2=CC(=C1)C)C#N)C1=CN=C(S1)C1(COC1)OC